CC(C)(CC(CC(CC(C)(C)C)C)(C)C)C 2,2,4,4,6,8,8-heptamethylnonane